CC1(SSC(C=NCCN=C1)(C)C)C 3,3,10,10-tetramethyl-6,7-dihydro-1,2,5,8-dithiadiazecine